CN1N(C(C(=C1C)C(=O)O)=O)C1=CC=CC=C1 1,5-dimethyl-3-oxo-2-phenyl-pyrazole-4-carboxylic acid